CN1C=NC(=C1SC1=C(C(=O)O)C=CC=C1)[N+](=O)[O-] 2-((1-methyl-4-nitro-1H-imidazol-5-yl)thio)benzoic acid